C(C)OC=1C=C(C(=CC1)O)C=1C(=CC=C(C1)OCC)O 4,4'-diethoxy-2,2'-biphenol